4-[[(6-chloropyridin-3-yl)methyl](2-fluoroethyl)amino]furan-2(5H)-one ClC1=CC=C(C=N1)CN(C1=CC(OC1)=O)CCF